BrC1=C(N=C2N(C1=O)C=CC=C2)Cl bromo-2-chloro-4H-pyrido[1,2-a]pyrimidin-4-one